Morpholin-4-Ium Chloride [Cl-].[NH2+]1CCOCC1